2-chloro-5-({5-[5-(trifluoromethyl)-1,2,4-oxadiazol-3-yl]pyridin-2-yl}methoxy)pyridine ClC1=NC=C(C=C1)OCC1=NC=C(C=C1)C1=NOC(=N1)C(F)(F)F